COC1=CC=C(C=C1)C1=CC(=NC=C1)C(=O)N 4-(4-methoxyphenyl)picolinamide